CN1C(C(=CC(=C1)C1=C(C=CC(=C1)S(=O)(=O)C)OC1CCOCC1)C)=O 1,3-dimethyl-5-[5-methylsulfonyl-2-(oxan-4-yloxy)phenyl]pyridin-2-one